C(C=C)C1=[Si](C=2C(C3=CC=CC=C3OC2C=C1)=O)CC=C Bis-allyl-silaxanthone